(3-(dimethylamino)-4-fluorophenyl)boronic acid CN(C=1C=C(C=CC1F)B(O)O)C